methyl α-D-allopyranoside O([C@@H]1[C@H](O)[C@H](O)[C@H](O)[C@H](O1)CO)C